2-[3-(3-chlorophenyl)-1-[2-[[1-[2-(4-morpholino-1-piperidyl)-2-oxo-ethyl]pyrazol-4-yl]amino]-[1,2,4]triazolo[1,5-a]pyridin-8-yl]azetidin-3-yl]acetonitrile ClC=1C=C(C=CC1)C1(CN(C1)C=1C=2N(C=CC1)N=C(N2)NC=2C=NN(C2)CC(=O)N2CCC(CC2)N2CCOCC2)CC#N